C(C1=CC=CC=C1)C(C(=O)NCC(=O)N[C@H]1[C@@H](CCCC1)C(=O)N)CCC1=CC=CC=C1 Trans-2-(2-(2-benzyl-4-phenylbutanamido)acetamido)cyclohexanecarboxamide